COC(=O)[C@@H]1CN(CC[C@H]1NC(=O)OCC1=CC=CC=C1)C(=O)OC(C)(C)C |r| rac-(3R*,4R*)-4-Benzyloxycarbonylamino-piperidine-1,3-dicarboxylic Acid 1-tert-butyl Ester 3-methyl Ester